glucosyl-5-hydroxymethyl-cytosine C1=C(C(=NC(=O)N1C2[C@@H]([C@H]([C@@H]([C@H](O2)CO)O)O)O)N)CO